butyl 2-(2-chloro-4-(2-fluorophenyl)nicotinoyl)hydrazine-1-carboxylate ClC1=C(C(=O)NNC(=O)OCCCC)C(=CC=N1)C1=C(C=CC=C1)F